O=C1NC(CCC1N1C(C2=CC=CC(=C2C1=O)NCCOC(C(=O)N)=C)=O)=O 2-(2-((2-(2,6-dioxopiperidin-3-yl)-1,3-dioxoisoindolin-4-yl)amino)ethoxy)acrylamide